ClC1=C(NC(=O)C2=C(C3=CC=CC=C3C=C2)O)C=CC(=C1)[N+](=O)[O-] 2'-Chloro-1-Hydroxy-4'-Nitro-2-Naphthanilide